1-(tert-butyl) 2-methyl (2R,4S)-2-(2-(chloromethyl) allyl)-4-hydroxypyrrolidine-1,2-dicarboxylate ClCC(C[C@]1(N(C[C@H](C1)O)C(=O)OC(C)(C)C)C(=O)OC)=C